7-methyl-3-(3-sulfamoylphenyl)-1H-indole-2-carboxylic acid CC=1C=CC=C2C(=C(NC12)C(=O)O)C1=CC(=CC=C1)S(N)(=O)=O